4-(3-hydroxy-3-(6-morpholinopyridin-2-yl)cyclobutyl)-2-cyanopyridine OC1(CC(C1)C1=CC(=NC=C1)C#N)C1=NC(=CC=C1)N1CCOCC1